NCC1=CC(=NC=C1)C=1C(=C(C(=O)N)C=CC1C)F (4-(Aminomethyl)pyridin-2-yl)-2-fluoro-4-methylbenzamide